N,N-di-n-decyl-N,N-dimethyl-ammonium C(CCCCCCCCC)[N+](C)(C)CCCCCCCCCC